C1(CCCCC1)N1[C@H](CCC1)/C=C/S(=O)(=O)[N-]C(NC1=C2CCCC2=CC=2CCCC12)=O (R,E)-((2-(1-Cyclohexylpyrrolidin-2-yl)vinyl)sulfonyl)((1,2,3,5,6,7-hexahydro-s-indacen-4-yl)carbamoyl)amid